ClC1=C(N=C(S1)NS(=O)(=O)C1=NC=C(C=C1C)NCC1=C(C(=CC=C1)OC)O)C1=CC(=C(C=C1)Cl)F N-(5-chloro-4-(4-chloro-3-fluorophenyl)thiazol-2-yl)-5-((2-hydroxy-3-methoxybenzyl)amino)-3-methylpyridine-2-sulfonamide